CC1(N=C(OC1)C1=NC2=CC=C(C=C2C(=N1)N)N)C (4,4-dimethyl-4,5-dihydro-oxazol-2-yl)-4,6-diaminoquinazoline